NC1=NC=C(C=N1)C=1N=C(C2=C(N1)C=C(S2)NS(=O)(=O)C2=CC=C(C=C2)/C=C/C(=O)OC)N2CCOCC2 (E)-Methyl 3-(4-(N-(2-(2-aminopyrimidin-5-yl)-4-morpholinothieno[3,2-d]pyrimidin-6-yl)sulfamoyl)phenyl)acrylate